C([C@@H]1[C@@H]([C@@H]([C@H](C(O1)O)O)O)O)O The molecule is a galactopyranose having D-configuration. It has a role as an Escherichia coli metabolite and a mouse metabolite. It is a D-galactose and a galactopyranose.